dl-m-fluorophenyl diselenide FC=1C=C(C=CC1)[Se][Se]C1=CC(=CC=C1)F